[Cl-].C(CCCCCCC)[N+]1(CCCCC1)CCCC 1-octyl-1-butylpiperidinium chloride